N-((5-chloro-4-(4-fluorophenyl)-5-methyl-2-oxo-2,5-dihydrofuran-3-yl)methyl)-4-methylbenzamide ClC1(C(=C(C(O1)=O)CNC(C1=CC=C(C=C1)C)=O)C1=CC=C(C=C1)F)C